N1=CC=C(C=C1)B(O)O p-Pyridinylboronic acid